(S)-N-(N,N-dimethylsulfamoyl)-1-(2-ethylbenzofuro[3,2-d]pyrimidin-4-yl)pyrrolidine-2-carboxamide CN(S(=O)(=O)NC(=O)[C@H]1N(CCC1)C=1C2=C(N=C(N1)CC)C1=C(O2)C=CC=C1)C